(S)-Neopentanoic acid 8-bromo-4-fluoro-9-(6-((1-(3-fluoropropyl) pyrrolidin-3-yl) oxy) pyridin-3-yl)-6,7-dihydro-5H-benzo[7]annulen-3-yl ester BrC=1CCCC2=C(C1C=1C=NC(=CC1)O[C@@H]1CN(CC1)CCCF)C=CC(=C2F)OC(C(C)(C)C)=O